C(#N)C1=CC=C(C=C1)NC(=O)NC=1C=CC2=C(S(C=C2)(=O)=O)C1 1-(4-cyanophenyl)-3-(1,1-dioxidobenzo[b]thiophen-6-yl)urea